ClC1=C2C=C(NC2=CC=C1)CN1C(N(C=2N=C(N(C2C1=O)C)NC1=NC=CC=C1)C)=O 1-((4-chloro-1H-indol-2-yl)methyl)-3,7-dimethyl-8-(pyridin-2-ylamino)-1H-purine-2,6(3H,7H)-dione